CC1(C=C(C(N(C1C)C1=CC(=CC=C1)C(F)(F)F)=O)C(=O)NCC1=CC=NC=C1)C(=O)NC 5,N5,6-trimethyl-2-oxo-N3-(pyridin-4-ylmethyl)-1-[3-(trifluoromethyl)phenyl]-1,2-dihydropyridine-3,5-dicarboxamide